4-bromophenyl (R)-(2-(4-amino-4-oxo-2-tetradecanamidobutanamido)ethyl)(methyl)carbamate NC(C[C@H](C(=O)NCCN(C(OC1=CC=C(C=C1)Br)=O)C)NC(CCCCCCCCCCCCC)=O)=O